O1CC(C1)OC1=NC(=NC=C1C(F)(F)F)N[C@H]1CN(CC1)C1=NN=C2N1CCCC2 4-(oxetan-3-yloxy)-N-[(3R)-1-(5,6,7,8-tetrahydro-[1,2,4]triazolo[4,3-a]pyridin-3-yl)pyrrolidin-3-yl]-5-(trifluoromethyl)pyrimidin-2-amine